tri(2-ethylhexyl)amine C(C)C(CN(CC(CCCC)CC)CC(CCCC)CC)CCCC